NC=1C=C(C=CC1O)S(=O)(=O)C1=CC(=C(C=C1)O)N bis(3-amino-4-hydroxyphenyl) sulfone